C[Si]1(O[Si](O[Si](O1)(C)CCC(F)(F)F)(C)CCC(F)(F)F)CCC(F)(F)F 1,3,5-Trimethyl-1,3,5-tris(3,3,3-trifluoropropyl)cyclotrisiloxane